Octadecyl octyl ether C(CCCCCCC)OCCCCCCCCCCCCCCCCCC